N1=C(C=CC=C1)C1=NC2=CC=CC=C2C(=C1)C(=O)O 2-(Pyridin-2-yl)quinoline-4-carboxylic acid